C(#N)C=1C=C(C=CC1)C=1N=C(SC1C1=CC(=NC(=C1)C1COC1)C)NC(=O)N1CC2(COC2)C1 N-[4-(3-cyanophenyl)-5-[2-methyl-6-(oxetan-3-yl)-4-pyridinyl]thiazol-2-yl]-2-oxa-6-azaspiro[3.3]heptane-6-carboxamide